FC(C=1C=2N(C(=CC1)O[C@H](C(F)(F)F)C)N=CN2)(F)F 8-(trifluoromethyl)-5-{[(2S)-1,1,1-trifluoropropan-2-yl]Oxy}-[1,2,4]Triazolo[1,5-a]Pyridine